bicyclo[2.2.1]hept-5-ene-2,3-dicarboxylic acid sodium [Na].C12C(C(C(C=C1)C2)C(=O)O)C(=O)O